C(C)(C)(C)OC(=O)N1[C@@H](C[C@H](C1)NS(=O)(=O)C=1N=CSC1)NC=O (2S,4R)-2-formylamino-4-(thiazole-4-sulfonylamino)pyrrolidine-1-carboxylic acid tert-butyl ester